3-oxo-2,9-diazaspiro[5.5]Undecane-9-carboxylic acid tert-butyl ester C(C)(C)(C)OC(=O)N1CCC2(CCC(NC2)=O)CC1